C(C)N1C(NC(C=C1NCC)=O)=O 1-ethyl-6-(ethylamino)pyrimidine-2,4(1H,3H)-dione